tert-Butyl-4-oxoazepane C(C)(C)(C)N1CCC(CCC1)=O